8-bromo-6,7-difluoro-1,4,4,9-tetramethyl-4,5-dihydro-[1,2,4]triazolo[4,3-a]quinoxaline BrC1=C(C(=C2NC(C=3N(C2=C1C)C(=NN3)C)(C)C)F)F